FC(CN1N=NC2=C1C=C(C=C2)C=2C=CN1N=C(N=C(C12)OC)N[C@@H]1[C@@H](CN(CC1)C(C)=O)F)F 1-((3R,4S)-4-((5-(1-(2,2-Difluoroethyl)-1H-benzo[d][1,2,3]triazol-6-yl)-4-methoxypyrrolo[2,1-f][1,2,4]triazin-2-yl)amino)-3-fluoropiperidin-1-yl)ethan-1-one